1-methyl-DL-tryptophan CN1C=C(C[C@H](N)C(=O)O)C2=CC=CC=C12 |r|